methyl 2-cyclopropylpyrimidine-5-carboxylate C1(CC1)C1=NC=C(C=N1)C(=O)OC